7-((2R,3R,4R,5R)-4-(benzyloxy)-5-((benzyloxy)methyl)-3-fluorotetrahydrofuran-2-yl)-2,4-dimethoxyquinazoline C(C1=CC=CC=C1)O[C@H]1[C@@H]([C@H](O[C@@H]1COCC1=CC=CC=C1)C1=CC=C2C(=NC(=NC2=C1)OC)OC)F